6-methyl-2-phenyl-4(1H)-quinolone CC=1C=C2C(C=C(NC2=CC1)C1=CC=CC=C1)=O